C(C)(C)(C)OC(=O)N1C([C@H](C[C@H](C1)C(F)(F)F)CC1=CN=C(N=N1)N(C(=O)OC(C)(C)C)C(=O)OC(C)(C)C)=O.OC1=C(C=C(C=C1C)NC(C1=CC=CC=C1)=O)C N-(4-hydroxy-3,5-dimethylphenyl)benzamide tert-butyl-(3R,5R)-3-((3-(bis(tert-butoxycarbonyl)amino)-1,2,4-triazin-6-yl)methyl)-2-oxo-5-(trifluoromethyl)piperidine-1-carboxylate